Amyl-platinum C(CCCC)[Pt]